tetritol C(C(C(CO)O)O)O